OCC1C2C(N3N1C(CC3(C)C)=O)C=3C=C(C(=CC3C2)C)C 10-(Hydroxymethyl)-3,3,6,7-tetramethyl-2,3,4a,9,9a,10-hexahydro-1H-indeno[1,2-c]pyrazolo[1,2-a]pyrazol-1-one